2-methyl-1,3-propylene adipate C1(CCCCC(=O)OCC(CO1)C)=O